OC1[C@@H]2CC[C@H](C1)N2C(=O)OC(C)(C)C tert-butyl (1S,4R)-2-hydroxy-7-azabicyclo[2.2.1]heptane-7-carboxylate